BrC1=CC2=C(OC[C@@H](C(N2C)=O)NC(=O)N2N=CC(=C2)CC=2N=NC=CC2)C=C1 (S)-N-(7-Bromo-5-methyl-4-oxo-2,3,4,5-tetrahydrobenzo[b][1,4]oxazepin-3-yl)-4-(pyridazin-3-ylmethyl)-1H-pyrazole-1-carboxamide